2-(2-isopropyl-4-methyl-pyrazol-3-yl)-9-[[4-[5-methoxy-3-(trifluoromethyl)pyrazol-1-yl]phenyl]methyl]-7-(2,2,2-trifluoroethyl)purin-8-imine C(C)(C)N1N=CC(=C1C1=NC=C2N(C(N(C2=N1)CC1=CC=C(C=C1)N1N=C(C=C1OC)C(F)(F)F)=N)CC(F)(F)F)C